CN1C=2N(CC[C@@H](C1=O)NC(=O)C=1N=CN3C1C=C(C=C3)C(F)(F)F)N=CC2 (S)-N-(4-methyl-5-oxo-5,6,7,8-tetrahydro-4H-pyrazolo[1,5-a][1,3]diazepin-6-yl)-7-(trifluoro-methyl)imidazo[1,5-a]pyridine-1-carboxamide